[Br-].C(CCCCCCCCCCCCC)OCC(C[N+](CCO)(C)C)OCCCCCCCCCCCCCC N-(1,2-Dimyristyloxyprop-3-yl)-N,N-dimethyl-N-hydroxyethylammonium bromid